N-(1,1'-biphenyl-4-yl)-N-[4-(9-phenyl-9H-carbazol-3-yl)phenyl]-9,9-diphenyl-9H-fluoren-4-amine C1(=CC=C(C=C1)N(C1=CC=CC=2C(C3=CC=CC=C3C12)(C1=CC=CC=C1)C1=CC=CC=C1)C1=CC=C(C=C1)C=1C=CC=2N(C3=CC=CC=C3C2C1)C1=CC=CC=C1)C1=CC=CC=C1